NC(CC(C(=O)O)N1C(C2=CC=CC=C2C1)=O)=O 4-amino-4-oxo-2-(1-oxoisoindol-2-yl)butyric acid